FC1=CC=C(COC=2C=C(OCC(CNCCO)C)C=CC2OCC2=CC=C(C=C2)F)C=C1 2-((3-(3,4-bis((4-fluorobenzyl)oxy)phenoxy)-2-methylpropyl)amino)ethan-1-ol